C(=S)(N1C(C=CC=C1)=O)N1C(C=CC=C1)=O r-thiocarbonylbis(pyridin-2(1H)-one)